BrC=1C=NC(=NC1)N1C(N(C2=C1C(=CC=C2)C)CC(=O)O)=O 2-[3-(5-bromopyrimidin-2-yl)-4-methyl-2-oxo-benzimidazol-1-yl]acetic acid